FC=1C(=C(C=CC1F)[C@@H]1[C@H](O[C@]([C@@H]1C)(C(F)(F)F)C)C(=O)NC1=CC(=NC=C1C)C(=O)N)OC 4-[[(2S,3R,4R,5R)-3-(3,4-Difluoro-2-methoxy-phenyl)-4,5-dimethyl-5-(trifluoromethyl)tetrahydrofuran-2-carbonyl]amino]-5-methyl-pyridin-2-carboxamid